F[C@H]1C[C@@H](N(C1)C(=O)[O-])C(=O)OC 2-methyl (2R,4S)-4-fluoropyrrolidine-1,2-dicarboxylate